C(C1=CC=CC=C1)OC(=O)N1CCCC2=C(C=CC=C12)Br 5-bromo-3,4-dihydro-2H-quinoline-1-carboxylic acid benzyl ester